CN(C(CN1C=NC(=C1)C(=O)OCC)=O)C Ethyl 1-(2-(dimethylamino)-2-oxoethyl)-1H-imidazole-4-carboxylate